BrC1=CN=C2N1CCOC1=C2C=CC=N1 3-Bromo-5,6-dihydroimidazo[1,2-d]pyrido[3,2-f][1,4]oxazepine